Cyanogen bromide N#CBr